ClC1=NC(=CC=C1)C=1C=NN(C1)[C@H](C)C1=CC=C(C=C1)F |r| racemic-2-chloro-6-(1-(1-(4-fluorophenyl)ethyl)-1H-pyrazol-4-yl)pyridine